FC(C(=O)O)(F)F.ClC1=C(C=CC=C1[C@]1(NC(N(C(C1)=O)[C@H]1C[C@H](OCC1)C)=N)C)NC(=O)C=1C=NC=C(C1)F |o1:21,23| N-(2-Chloro-3-{(4S)-2-imino-4-methyl-1-[(2R*,4R*)-2-methyl-tetrahydropyran-4-yl]-6-oxo-hexahydropyrimidin-4-yl}phenyl)-5-fluoropyridine-3-carboxamide trifluoroacetic acid salt